3-iodo-2-[2-(trifluoromethyl)pyrimidin-4-yl]-1H,5H,6H,7H-pyrrolo[3,2-c]Pyridin-4-one IC1=C(NC2=C1C(NCC2)=O)C2=NC(=NC=C2)C(F)(F)F